BrC1=CC(=NC=C1)C 4-bromo-2-methyl-pyridine